(R)-6-chloro-3-((1-(9-fluoro-2-methyl-7-oxo-2,4,5,7-tetrahydropyrazolo[4',3':3,4]pyrido[1,2-b]isoquinolin-11-yl)ethyl)amino)picolinic acid ClC1=CC=C(C(=N1)C(=O)O)N[C@H](C)C=1C=2C=C3N(C(C2C=C(C1)F)=O)CCC=1C3=CN(N1)C